FC=1C(NC(N(C1)[C@H]1C[C@@H]2OP(OC[C@H]2O1)(=O)OCC1CC1)=O)=O 5-Fluoro-1-((4aR,6R,7aS)-2-(cyclopropylmethyloxy)-2-oxidotetrahydro-4H-furo[3,2-d][1,3,2]dioxaphosphinin-6-yl)pyrimidine-2,4(1H,3H)-dione